(6-phenylpyrrolo[1,2-b]pyridazin-4-yl) trifluoromethanesulfonate FC(S(=O)(=O)OC=1C=2N(N=CC1)C=C(C2)C2=CC=CC=C2)(F)F